[1-(hydroxymethyl)cyclopropyl]-[rac-(5s,7s)-7-fluoro-5-phenyl-6,7-dihydro-5H-pyrrolo[1,2-b][1,2,4]triazol-2-yl]methanone OCC1(CC1)C(=O)C=1N=C2N(N1)[C@@H](C[C@@H]2F)C2=CC=CC=C2 |r|